ethyl (3Z,5E)-6-(2-fluorophenyl)-3-((E)-3-(2-fluorophenyl) acryloyl)-4-hydroxy-hexa-3,5-dienoate FC1=C(C=CC=C1)/C=C/C(=C(\CC(=O)OCC)/C(\C=C\C1=C(C=CC=C1)F)=O)/O